BrC1=CC=C(C=2N(C(=NC21)N)C)Cl 4-bromo-7-chloro-1-methyl-benzoimidazol-2-amine